C(C)(C)(C)OC(=O)N1[C@@H](CN([C@H](C1)C)C=1C2=C(N=CN1)N(C=C2CC)C2=NC=CC(=C2)C(F)(F)F)C (2r,5s)-4-(5-ethyl-7-(4-(trifluoromethyl)pyridin-2-yl)-7H-pyrrolo[2,3-d]pyrimidin-4-yl)-2,5-dimethylpiperazine-1-carboxylic acid tert-butyl ester